dioctyltin bismaleate C(\C=C/C(=O)[O-])(=O)[O-].C(\C=C/C(=O)[O-])(=O)[O-].C(CCCCCCC)[Sn+4]CCCCCCCC